CCCCCC/C=C\CCCCCCCC(=O)O[C@H](COC(=O)CCCCCCC/C=C\CCCCC)COP(=O)([O-])OCC[N+](C)(C)C 1-(9Z-pentadecenoyl)-2-(9Z-hexadecenoyl)-glycero-3-phosphocholine